COC(=O)C=1SC(=CC1)C#CC(CC#N)(C)C 5-(4-cyano-3,3-dimethyl-but-1-ynyl)thiophene-2-carboxylic acid methyl ester